tetramethyl-2,4,8,10-tetraoxaspiro[5.5]undecan CC1(OCC2(COC(OC2)(C)C)CO1)C